6-(oxazol-5-yl)pyrrolo[1,2-c]pyrimidin-3-amine O1C=NC=C1C=1C=C2N(C=NC(=C2)N)C1